2-oxoindoline-5-carboxylic acid O=C1NC2=CC=C(C=C2C1)C(=O)O